COC1=CC=C(C=C1)C(OC[C@H]1O[C@H](C(C1OP(OCCC#N)N(C(C)C)C(C)C)F)N1C2=NC=NC(=C2N=C1)NC(C)C)(C1=CC=CC=C1)C1=CC=C(C=C1)OC 3-[[(2R,5R)-2-[[bis(4-methoxyphenyl)-phenyl-methoxy]methyl]-4-fluoro-5-[6-(isopropylamino)purin-9-yl]tetrahydrofuran-3-yl]oxy-(diisopropylamino)phosphanyl]oxypropanenitrile